N'-[trans-4-[2-[4-(benzo[b]thiophen-7-yl)piperazin-1-yl]ethyl]cyclohexyl]-N,N-dimethylurea S1C2=C(C=C1)C=CC=C2N2CCN(CC2)CC[C@@H]2CC[C@H](CC2)NC(N(C)C)=O